4-{2-{[6-(4-fluoro-2-methylphenyl)pyrazin-2-yl]oxy}ethyl}morpholine ethyl-8'-chloro-4'H-spiro[cyclopropane-1,5'-naphtho[2,1-d]isoxazole]-3'-carboxylate C(C)OC(=O)C1=NOC2=C1CC1(C3=CC=C(C=C32)Cl)CC1.FC1=CC(=C(C=C1)C1=CN=CC(=N1)OCCN1CCOCC1)C